(1S,5R)-2-methyl-5-(1-methylvinyl)-2-cyclohexen-1-ol CC=1[C@H](C[C@@H](CC1)C(=C)C)O